Silylchromat [SiH3]O[Cr](=O)(=O)[O-]